C1=CC=C(C(=C1)C2=C3C=CC(=[NH2+])C=C3OC4=C2C=CC(=C4)N)C(=O)O.[Cl-] The molecule is an organic chloride salt and a xanthene dye. It has a role as a fluorochrome. It contains a rhodamine 110(1+).